CN1C(C2(CN(CC(C1C=1SC=CN1)(C2=O)C(=O)OC)CC2=NC=CC=C2)C(=O)OC)C=2SC=CN2 Dimethyl 3-methyl-9-oxo-2,4-bis(thiazol-2-yl)-7-(pyridin-2-ylmethyl)-3,7-diazabicyclo[3.3.1]nonane-1,5-dicarboxylate